3-(4-methylthiazol-5-yl)propionic acid CC=1N=CSC1CCC(=O)O